2-methyl-1-piperazin-1-ylpropane-2-ol CC(CN1CCNCC1)(C)O